8-[3-(3,3-Dimethylbutyl)-2-oxoimidazolidin-1-yl]-12,12,17-trimethyl-2λ6-thia-3,9,11,18,23-pentaazatetracyclo[17.3.1.111,14.05,10]tetracosa-1(22),5,7,9,19(23),20-hexaene-2,2,4-trione CC(CCN1C(N(CC1)C1=CC=C2C(NS(C3=CC=CC(NC(CCC4CC(N(C2=N1)C4)(C)C)C)=N3)(=O)=O)=O)=O)(C)C